O=C(CN(CCO)CCO)O BicinE